FC1(CCC(CC1)[C@H](NC(=O)C1=NN(C=C1)CCC(F)(F)F)C1=NC2=C(N1)C=C(C=C2)[C@@H](C)NC(CCC(F)(F)F)=O)F N-[(S)-(4,4-Difluorocyclohexyl)-[6-[(1R)-1-(4,4,4-trifluorobutanoylamino)ethyl]-1H-benzimidazol-2-yl]methyl]-1-(3,3,3-trifluoropropyl)pyrazole-3-carboxamide